4-(6-nitrobenzo[d][1,3]dioxolane-5-yl)but-3-yn [N+](=O)([O-])C=1C(=CC2=C(OCO2)C1)C#CCC